C(C)N(S(=O)(=N)C1=CC=C(C=C1)OC1=CC=NC2=CC(=CC=C12)OC)CC N,N-diethyl-4-((7-methoxyquinolin-4-yl)oxy)benzenesulfonimidamide